C(#N)C=1C(=NC(=C(C(=O)NC=2C=C(C=CC2)[S@](=O)(C)=NC(C(C)(C)NC(OC(C)(C)C)=O)=O)C1C)N1CCC(CCC1)(F)F)C(F)(F)F tert-butyl (R)-(1-(((3-(5-cyano-2-(4,4-difluoroazepan-1-yl)-4-methyl-6-(trifluoromethyl)nicotinamido)phenyl)(methyl)(oxo)-λ6-sulfaneylidene)amino)-2-methyl-1-oxopropan-2-yl)carbamate